(S)-7-(tert-butyl)-N-((R)-1-(6-chloropyridin-3-yl)-3-(4-hydroxypiperidin-1-yl)propyl)-5,6,7,8-tetrahydrothiazolo[5,4-b]quinoline-2-carboxamide C(C)(C)(C)[C@@H]1CC=2C=C3C(=NC2CC1)SC(=N3)C(=O)N[C@H](CCN3CCC(CC3)O)C=3C=NC(=CC3)Cl